ethyl 2-(5-((3-((5-((2-cyclohexylethyl)carbamoyl)-2-methylpyridin-3-yl)amino)-1-methyl-1H-pyrazolo[3,4-d]pyrimidin-6-yl)amino)pyridin-2-yl)acetate C1(CCCCC1)CCNC(=O)C=1C=C(C(=NC1)C)NC1=NN(C2=NC(=NC=C21)NC=2C=CC(=NC2)CC(=O)OCC)C